C(N)(=O)C=1C=C(C=CC1)C1=CC=C(C=N1)CNC(=O)C1=C(C=2C(=NC=3N(C2N=C1)N=C(C3)C)C)O N-((6-(3-carbamoylphenyl)pyridin-3-yl)methyl)-6-hydroxy-2,5-dimethylpyrazolo[1,5-a]pyrido[3,2-e]pyrimidine-7-carboxamide